BrC=1C(=C(C(=C(C1)C)O)O)C 4-bromo-3,6-dimethyl-1,2-benzenediol